ClC1=C(C=C(C=C1)C1=CN(C(C=C1)=O)C1CC1)C[C@@H](C(=O)NC1=CC=C(C=C1)C1=NN=CN1C)NC(=O)C1(CC1)C N-[(1S)-1-[[2-chloro-5-(1-cyclopropyl-6-oxo-3-pyridyl)phenyl]methyl]-2-[4-(4-methyl-1,2,4-triazol-3-yl)anilino]-2-oxo-ethyl]-1-methyl-cyclopropanecarboxamide